ClC=1C=CC(=C(C1)C1=CC(=C(N=N1)OCCCS(=O)C)NC1=CC(=NC=C1)NC(OC(C)(C)C)=O)F tert-butyl N-(4-{[6-(5-chloro-2-fluorophenyl)-3-(3-methanesulfinylpropoxy)pyridazin-4-yl]amino}pyridin-2-yl)carbamate